3-[(3-piperazin-1-yloxetan-3-yl)methylamino]-5-(trifluoromethyl)-1H-pyridazin-6-one N1(CCNCC1)C1(COC1)CNC1=NNC(C(=C1)C(F)(F)F)=O